FC(S(=O)(=O)OC1=C(C=CC(=C1)C1=CC(=C(C=C1)OC)OC)C=O)(F)F [5-(3,4-dimethoxyphenyl)-2-formyl-phenyl] trifluoromethanesulfonate